N-methyliminodiethylene CN(C=C)C=C